FC(C(=O)O)(F)F.C(#N)C1=CC=C(CC=2C=NN3C2N(C(C2=C3CNCC2)=O)C2=CC=C(C(=O)NC)C=C2)C=C1 4-(3-(4-cyanobenzyl)-5-oxo-6,7,8,9-tetrahydropyrazolo[1,5-a]pyrido[4,3-e]pyrimidin-4(5H)-yl)-N-methylbenzamide trifluoroacetic acid salt